N1=C(C=CC=C1)NC(C(CCCCC#N)(C#CC1=CC=C(C=C1)C(F)(F)F)C1=CC=CC=C1)=O N-(pyridin-2-yl)-6-cyano-2-phenyl-2-((4-(trifluoromethyl)phenyl)ethynyl)hexanamide